1-(3'-bromo-3-chloro-5'-fluoro-2'-hydroxy-[1,1'-biphenyl]-4-yl)-3-methyl-1,3-dihydro-2H-imidazol-2-one BrC=1C(=C(C=C(C1)F)C1=CC(=C(C=C1)N1C(N(C=C1)C)=O)Cl)O